2-[(3R)-3-(Difluoromethyl)[1,4'-bipiperidin]-1'-yl]-N-[(3,5-difluoropyridin-2-yl)methyl]-1,3-thiazole-5-carboxamide FC([C@H]1CN(CCC1)C1CCN(CC1)C=1SC(=CN1)C(=O)NCC1=NC=C(C=C1F)F)F